2-[3-(4-chloro-3-fluorophenyl)-1-ethyl-1H-1,2,4-triazol-5-yl]-N-[(3-ethoxyphenyl)methyl]acetamide ClC1=C(C=C(C=C1)C1=NN(C(=N1)CC(=O)NCC1=CC(=CC=C1)OCC)CC)F